O6-[2-(bicyclo[2.2.2]octane-1-carbonyloxymethyl)-2-(hydroxymethyl)-3-[6-[(Z)-non-3-enoxy]-6-oxo-hexanoyl]oxy-propyl] O1-[(Z)-non-3-enyl] hexanedioate C(CCCCC(=O)OCC(COC(CCCCC(=O)OCC\C=C/CCCCC)=O)(CO)COC(=O)C12CCC(CC1)CC2)(=O)OCC\C=C/CCCCC